5-Amino-2H-[1,2,4]triazole-3-carboxylic acid [7-methoxy-4-(tetrahydro-pyran-4-yl)-1H-benzoimidazol-2-yl]-amide COC1=CC=C(C2=C1NC(=N2)NC(=O)C=2NN=C(N2)N)C2CCOCC2